(5-(2,4-difluorophenoxy)pyridin-2-yl)-6,6-difluoro-5-(6-oxo-1,6-dihydropyridin-3-yl)spiro[2.5]octane-1-carboxamide FC1=C(OC=2C=CC(=NC2)C2(CC23CC(C(CC3)(F)F)C3=CNC(C=C3)=O)C(=O)N)C=CC(=C1)F